NC1=C2C=NC(=NC2=CC(=C1F)C1=C(C2=C(OCCN2)N=C1)C)NC=1C=C2CC[C@H](C2=CC1)NC(C)=O |o1:29| (R or S)-N-(5-{[5-amino-6-fluoro-7-(8-methyl-2,3-dihydro-1H-pyrido[2,3-b][1,4]oxazin-7-yl)quinazolin-2-yl]amino}-2,3-dihydro-1H-inden-1-yl)acetamide